6-(4-fluorophenyl)-2,2,4-trimethyl-N-pentylpiperazine-1-carboxamide hydrochloride Cl.FC1=CC=C(C=C1)C1CN(CC(N1C(=O)NCCCCC)(C)C)C